Exo-3-bicyclo[2.2.1]hept-5-ene-2-carboxamidobenzoic acid C12C(CC(C=C1)C2)C(=O)NC=2C=C(C(=O)O)C=CC2